COC(=O)C1=CC2=C(C=N1)C(=NN2CCF)C2=COC1=C2C=CC=C1 3-(benzofuran-3-yl)-1-(2-fluoroethyl)pyrazolo[4,3-c]pyridine-6-carboxylic acid methyl ester